N,N-dimethyl-1-octadecylamine CN(C)CCCCCCCCCCCCCCCCCC